ClC=1C=C(CNCCCCN2CCN(CC2)C2=NC3=C(C4=CN=CC=C24)C=CC(=C3)C(=O)OC)C=CC1OC(F)(F)F Methyl 5-(4-(4-((3-chloro-4-(trifluoromethoxy)benzyl)amino)butyl)piperazin-1-yl)benzo[c][2,6]naphthyridine-8-carboxylate